8'-Methyl-2'-(pyridin-3-ylmethyl)-N-[(2S)-tetrahydrofuran-2-ylmethyl]-2',5'-dihydrospiro[cyclopropan-1,4'-furo[2,3-g]indazol]-7'-carboxamid CC1=C(OC=2CC3(C4=CN(N=C4C21)CC=2C=NC=CC2)CC3)C(=O)NC[C@H]3OCCC3